4-bromo-N-(phenylmethylene)aniline BrC1=CC=C(N=CC2=CC=CC=C2)C=C1